4-(1-cyclopropyl-1H-pyrazol-4-yl)-7-isopropyl-11-oxo-2,6,7,11-tetrahydro-1H-furo[2,3-H]pyrido[2,1-a]isoquinoline-10-carboxylic acid C1(CC1)N1N=CC(=C1)C1=CC=2CC(N3C(C2C2=C1OCC2)=CC(C(=C3)C(=O)O)=O)C(C)C